ethylthioxanthone C(C)C1=CC=CC=2SC3=CC=CC=C3C(C12)=O